FC1=C(CN2C(C3=C(CCC2)N=CC=C3)=O)C=C(C=C1)OC(F)(F)F 6-(2-fluoro-5-(trifluoromethoxy)benzyl)-5-oxo-6,7,8,9-tetrahydro-5H-pyrido[3,2-c]azepine